((1S,4aS,8aS)-5,5,8a-trimethyl-2-methylenedecahydronaphthalen-1-yl)methanol CC1([C@@H]2CCC([C@@H]([C@]2(CCC1)C)CO)=C)C